OC(C(=O)SCCNC(CCNC([C@@H](C(COP(OP(OC[C@@H]1[C@H]([C@H]([C@@H](O1)N1C=NC=2C(N)=NC=NC12)O)OP(=O)(O)O)(=O)O)(=O)O)(C)C)O)=O)=O)(C)C 2-hydroxyisobutyryl-CoA